C1OCC12CCN(CC2)C[C@H]2CSC=1C(=C(C=C3C(=NC(N2C13)=O)N1C[C@H](N(C[C@@H]1C)C(=O)OC(C)(C)C)C)Cl)Br (2R,5S)-tert-butyl 4-((S)-3-(2-oxa-7-azaspiro[3.5]nonan-7-ylmethyl)-10-bromo-9-chloro-5-oxo-3,5-dihydro-2H-[1,4]thiazino[2,3,4-ij]quinazolin-7-yl)-2,5-dimethylpiperazine-1-carboxylate